FC(F)(F)C1=NC(=NO1)C1=CC(=CC(=C1)[N+](=O)[O-])[N+](=O)[O-] trifluoromethyl-3-(3,5-dinitrophenyl)-1,2,4-oxadiazole